C(C)(C)N1N=CC(=C1)N 1-isopropylpyrazol-4-amine